(5-(5-fluoro-2-methoxypyridin-4-yl)-1-((2-(trimethylsilyl)ethoxy)methyl)-1H-pyrazole-3-carbonyl)-3-oxa-9-azabicyclo[3.3.1]nonane-7-carboxylic acid methyl ester COC(=O)C1CC2COCC(C1)(N2)C(=O)C2=NN(C(=C2)C2=CC(=NC=C2F)OC)COCC[Si](C)(C)C